C(OC1=CC=C2C(=CC(OC2=C1)=O)C)(OCCCCSSC1=NC=CC=C1)=O 4-methyl-2-oxo-2H-chromen-7-yl (4-(pyridin-2-yldisulfaneyl)butyl) carbonate